6-(4-methoxyphenyl)-2-((3-phenyl-1,2,4-oxadiazol-5-yl)methyl)pyridazin-3(2H)-one COC1=CC=C(C=C1)C=1C=CC(N(N1)CC1=NC(=NO1)C1=CC=CC=C1)=O